N-(fluorosilyl)-1,2,3,4-tetrahydro-2-methylquinoline F[SiH2]N1C(CCC2=CC=CC=C12)C